CN1C(=NC=2C1=NC(=C(N2)NC2=C(C=CC=C2)F)NC2=CC(=CC=C2)F)C(F)(F)F 1-Methyl-N5-(2-fluorophenyl)-N6-(3-fluorophenyl)-2-(trifluoromethyl)-imidazo[4,5-b]pyrazine-5,6-diamine